N1(CCOCC1)C(=O)C=1N(C2=CC=CC=C2C1)CC1=CC=C(C=C1)C(NO)=O morpholinylcarbonyl-1-(4-(hydroxycarbamoyl)benzyl)-1H-indole